P(=O)(O[C@H](CC)[C@H]1O[C@H](C[C@@H]1O)N1C(NC(C(=C1)F)=O)=O)(O)O (R)-1-((2S,3S,5R)-5-(5-fluoro-2,4-dioxo-3,4-dihydropyrimidin-1(2H)-yl)-3-hydroxytetrahydrofuran-2-yl)propyl dihydrogen phosphate